ClC=1C=CC2=C(NC([C@@H](NC2=O)CC2=CC(=C(C=C2)O)O)=O)C1 (S)-8-chloro-3-(3,4-dihydroxybenzyl)-3,4-dihydro-1H-benzo[E][1,4]diazepine-2,5-dione